Ethyl 2-[[(3E)-3-(4-methoxyphenyl)imino-5,5-dimethyl-cyclohexen-1-yl]amino]acetate COC1=CC=C(C=C1)\N=C/1\C=C(CC(C1)(C)C)NCC(=O)OCC